N1C=CC2=CC(=CC=C12)NC1=NC=NC(=N1)NC=1C=C2C=CNC2=CC1 N2,N4-bis(1H-indol-5-yl)-1,3,5-triazine-2,4-diamine